Cl.CN1CC(C1)C(=O)O N-methylazetidine-3-carboxylic acid hydrochloride